N-(6-(4-((2-(dimethylamino)pyridin-3-yl)methyl)morpholin-2-yl)pyridin-2-yl)-4,5-dimethylthiazol-2-amine CN(C1=NC=CC=C1CN1CC(OCC1)C1=CC=CC(=N1)NC=1SC(=C(N1)C)C)C